COC=1C=CC(=C(C1)NS(=O)(=O)C1=CC=C(C=C1)C1=CC(=CC=C1)C(=O)O)C(=O)N1CCN(CC1)C=1SC=C(N1)C1=CC=CC=C1 4'-(N-(5-methoxy-2-(4-(4-phenylthiazol-2-yl)piperazine-1-carbonyl)phenyl)sulfamoyl)-[1,1'-Biphenyl]-3-carboxylic acid